O=C1OCC2=CC(=CC=C12)NC1(COCC1)C#N 3-((1-oxo-1,3-dihydroisobenzofuran-5-yl)amino)tetrahydrofuran-3-carbonitrile